deoxyadenosine-3'-phosphorothioate P(O)(O)(=S)O[C@H]1C[C@@H](O[C@@H]1CO)N1C=NC=2C(N)=NC=NC12